N-((1H-tetrazol-5-yl)methyl)-4-((1-((4'-(trifluoromethyl)-[1,1'-biphenyl]-4-yl)oxy)hexan-2-yl)amino)benzamide N1N=NN=C1CNC(C1=CC=C(C=C1)NC(COC1=CC=C(C=C1)C1=CC=C(C=C1)C(F)(F)F)CCCC)=O